FC=1C(=NC(=CC1)NC1=NNC(=C1)C)C[C@@]1(C[C@H](N(CC1)S(=O)(=O)C1=C(C=CC=C1)C(F)(F)F)C)C(=O)OC methyl (2R,4R)-4-((3-fluoro-6-((5-methyl-1H-pyrazol-3-yl)amino)pyridin-2-yl)methyl)-2-methyl-1-((2-(trifluoromethyl)phenyl)sulfonyl)piperidine-4-carboxylate